COC1=C(C=C(C=N1)NC([O-])=O)CC(N1CCCC1)=O (6-Methoxy-5-(2-oxo-2-(pyrrolidin-1-yl)ethyl)pyridin-3-yl)carbamate